CC(C#C)(C)OC1=CC=C(C=C1)OC 4-Methoxyphenyl 1,1-dimethyl-2-propynyl ether